S(N)(=O)(=O)C1=NC=CC(=C1)N1N=CC=C1C(=O)N (2-sulfamoylpyridin-4-yl)-1H-pyrazole-5-carboxamide